5,N5,6-trimethyl-2-oxo-N3-(1-phenylethyl)-1-[3-(trifluoromethyl)phenyl]-1,2-dihydropyridine-3,5-dicarboxamide CC1(C=C(C(N(C1C)C1=CC(=CC=C1)C(F)(F)F)=O)C(=O)NC(C)C1=CC=CC=C1)C(=O)NC